naphthofluoranthene C1=C2C=CC3=C(C=CC=4C=5C=CC=C6C=CC=C(C34)C65)C2=CC=C1